1-Undecyl-3-butylpiperidinium methansulfonat CS(=O)(=O)[O-].C(CCCCCCCCCC)[NH+]1CC(CCC1)CCCC